(E)-4-(dimethylamino)-1-(4-(5-((4-(4-morpholino-1H-pyrrolo[3,2-c]pyridin-2-yl)phenyl)amino)pyrimidin-2-yl)piperazin-1-yl)but-2-en-1-one CN(C/C=C/C(=O)N1CCN(CC1)C1=NC=C(C=N1)NC1=CC=C(C=C1)C1=CC=2C(=NC=CC2N1)N1CCOCC1)C